bis(2,2-bipyridine) ruthenium [Ru].N1=C(C=CC=C1)C1=NC=CC=C1.N1=C(C=CC=C1)C1=NC=CC=C1